N-(4-Fluoro-3-methylphenyl)-2-methyl-8-(5-methyloxazol-4-carbonyl)-5,5a,6,7,8,9,9a,10-octahydro-2H-pyrido[4,3-f]pyrrolo[3,4-b][1,4,5]oxathiazocin-1-carboxamid-4,4-dioxid FC1=C(C=C(C=C1)NC(=O)C=1N(C=C2C1OCC1C(NS2(=O)=O)CCN(C1)C(=O)C=1N=COC1C)C)C